NC1CCC(CC1)C(=O)O 4-aminocyclohexanecarboxylic acid